(E)-tert-Butyl 4-(4-(2-((3-(6-aminopyridin-3-yl)acrylamido)methyl)-7-(trifluoromethyl)benzofuran-5-yl)benzoyl)-3,3-dimethylpiperazine-1-carboxylate NC1=CC=C(C=N1)/C=C/C(=O)NCC=1OC2=C(C1)C=C(C=C2C(F)(F)F)C2=CC=C(C(=O)N1C(CN(CC1)C(=O)OC(C)(C)C)(C)C)C=C2